O.C(CCC(=O)O)(=O)O.N1C(=NC2=C1C=CC=C2)N.C(CCC(=O)O)(=O)O.C(CCC(=O)O)(=O)O.N2C(=NC1=C2C=CC=C1)N 1H-benzo[d]imidazol-2-amine sesquisuccinate hemihydrate